(6R,8aS)-6-[8-amino-1-(4-{(1R)-1-[3-(difluoromethyl)phenyl]-1-hydroxyethyl}phenyl)imidazo[1,5-a]pyrazin-3-yl]-1,1-dimethyltetrahydro-1H-[1,3]oxazolo[4,3-c][1,4]oxazin-3-one NC=1C=2N(C=CN1)C(=NC2C2=CC=C(C=C2)[C@@](C)(O)C2=CC(=CC=C2)C(F)F)[C@H]2CN1[C@@H](CO2)C(OC1=O)(C)C